ClC=1C=C(C(=O)N(C)[C@H](CN2CC(C2)F)C(C)C)C=CC1F (S)-3-Chloro-4-fluoro-N-(1-(3-fluoroazetidin-1-yl)-3-methylbutan-2-yl)-N-methylbenzamide